C(C)N1C(NC2=CC(=CC=3C2=C1N=CN3)CN3CCN(CC3)C=3C=CC(=NC3)C(=O)NC)=O 5-(4-((3-ethyl-2-oxo-2,3-dihydro-1H-pyrimido[4,5,6-de]quinazolin-8-yl)methyl)piperazin-1-yl)-N-methylpicolinamide